3-(3-methylbutyl)-phenyl-methyl mercaptan CC(CCC=1C=C(C=CC1)CS)C